ClC1=CC=C(CNC(=O)C2NCC(C2)O)C=C1 N-(4-chlorobenzyl)-4-hydroxypyrrolidine-2-carboxamide